ClC=1N=C(C2=C(N1)N(C=C2)S(=O)(=O)C2=CC=C(C)C=C2)OC2=C(C=CC=C2)S(=O)(=O)C 2-chloro-4-(2-(methylsulfonyl)phenoxy)-7-p-toluenesulfonyl-7H-pyrrolo[2,3-d]pyrimidine